C(C)(C)(C)N1CC(C1)N1CCN(CC1)CCS(N(CC1=C(C=C(C=C1)C(=O)OC)F)C1=CC(=C(C=C1)F)Cl)(=O)=O tert-butyl-3-(4-(2-(N-(3-chloro-4-fluorophenyl)-N-(2-fluoro-4-(methoxycarbonyl)benzyl)sulfamoyl)ethyl)piperazin-1-yl)azetidine